CCCCC/C=C\\C/C=C\\C/C=C\\C/C=C\\CCCCCCCCCCCCCCCCCC(=O)O The molecule is an omega-6 fatty acid that is tetratriacontanoic acid having four double bonds located at positions 19, 22, 25 and 28 (the 15Z,18Z,21Z,24Z-isomer). It is an omega-6 fatty acid and an ultra-long-chain fatty acid. It is a conjugate acid of a (19Z,22Z,25Z,28Z)-tetratriacontatetraenoate.